(5-(Benzo[d][1,3]dioxol-5-yl)-3-methylisoxazol-4-yl)methanol O1COC2=C1C=CC(=C2)C2=C(C(=NO2)C)CO